C(C)(C)(C)O[C@H](C(=O)OCC)C1=C(C2=C(N=C(S2)C=2C=C3C(=NC2)N(C=C3C3CCN(CC3)C3COC3)C)C=C1C)C1=CC=C(C=C1)Cl ethyl (S)-2-(tert-butoxy)-2-(7-(4-chlorophenyl)-5-methyl-2-(1-methyl-3-(1-(oxetan-3-yl)piperidin-4-yl)-1H-pyrrolo[2,3-b]pyridin-5-yl)benzo[d]thiazol-6-yl)acetate